FC=1C=C(C=C(C1C1(CCS(CC1)(=O)=NC)F)F)C1=NO[C@H](C1)CNC(C)=O N-{[(5R)-3-{3,5-Difluoro-4-[4-fluoro-1-(methylimino)-1-oxo-1λ6-thian-4-yl]phenyl}-4,5-dihydro-1,2-oxazol-5-yl]methyl}acetamide